2-fluoro-1,4-Naphthalenediol FC1=C(C2=CC=CC=C2C(=C1)O)O